The molecule is a ten-membered oligopeptide comprising D-arginyl, L-arginyl, L-prolyl, (4R)-4-hydroxy-L-prolyl, glycyl, L-phenylalanyl, L-seryl, D-phenylalanyl, L-phenylalanyl and L-arginine residues joined in sequence. It has a role as a bradykinin receptor antagonist. It derives from a bradykinin. C1C[C@H](N(C1)C(=O)[C@H](CCCN=C(N)N)NC(=O)[C@@H](CCCN=C(N)N)N)C(=O)N2C[C@@H](C[C@H]2C(=O)NCC(=O)N[C@@H](CC3=CC=CC=C3)C(=O)N[C@@H](CO)C(=O)N[C@H](CC4=CC=CC=C4)C(=O)N[C@@H](CC5=CC=CC=C5)C(=O)N[C@@H](CCCN=C(N)N)C(=O)O)O